2-[5,6-difluoro-1-(oxan-2-yl)indazol-3-yl]-6-[(4-methoxyphenyl)methyl]-7,7-dimethyl-pyrrolo[3,4-b]pyridin-5-one FC=1C=C2C(=NN(C2=CC1F)C1OCCCC1)C1=CC=C2C(=N1)C(N(C2=O)CC2=CC=C(C=C2)OC)(C)C